ClC1=C(C(=NN1CC)C1CC1)CO (5-chloro-3-(cyclopropyl)-1-ethyl-1H-pyrazol-4-yl)methanol